C(CC)C1(C(=CC(=C1)CCC)CCC)[Hf](N(C)C)(N(C)C)N(C)C (1,2,4-tri-n-propylcyclopentadienyl)tris(dimethylamino)hafnium